CC(C(=C=O)C)[Si](C1=CC=CC=C1)(C)C methyl-(dimethylphenylsilyl)dimethyl-ketene